C1(=C2N(C=N1)CCC2)C(C(NC=2SC=CN2)=O)N2CC1=C(C=C(C=C1C2=O)C2=CC=C(C=C2)C2CCN(CC2)C(=O)OC(C)(C)C)F tert-butyl 4-[4-[2-[1-(6,7-dihydro-5H-pyrrolo[1,2-c]imidazol-1-yl)-2-oxo-2-(thiazol-2-ylamino)ethyl]-7-fluoro-3-oxo-isoindolin-5-yl]phenyl]piperidine-1-carboxylate